NC1=NC=C(C2=C1C(=C(S2)C2=C(C=C(C=C2)NC(C(=C)C)=O)C)C2=CC(=C(C=C2)OC2=NC=CC(=N2)C)F)C2=NC=CC=C2 N-(4-(4-amino-3-(3-fluoro-4-((4-methylpyrimidin-2-yl)oxy)phenyl)-7-(pyridin-2-yl)thieno[3,2-c]pyridin-2-yl)-3-methylphenyl)methacrylamide